tert-butyl ((R)-4-(2-(bis(methyl-d3)amino)-2-oxoethyl)-9-chloro-3-methyl-5-oxo-2,3,4,5-tetrahydrobenzofuro[2,3-f][1,4]oxazepine-3-carbonyl)((S)-1-phenylethyl)carbamate C([2H])([2H])([2H])N(C(CN1[C@](COC2=C(C1=O)OC1=C2C=C(C=C1)Cl)(C(=O)N(C(OC(C)(C)C)=O)[C@@H](C)C1=CC=CC=C1)C)=O)C([2H])([2H])[2H]